2-O-Acetyl-3-O-benzyl-4-O-triethylsilyl-6-O-benzoyl-α-D-mannopyranosyl fluoride C(C)(=O)O[C@@H]1[C@H](O[C@@H]([C@H]([C@@H]1OCC1=CC=CC=C1)O[Si](CC)(CC)CC)COC(C1=CC=CC=C1)=O)F